COC(C1=CC=CC=C1)S(=O)(=O)O.ON1C(CCC1=O)=O N-hydroxysuccinimide methoxytoluenesulfonate